FC1=C2NC(C=3N(C2=C(C(=C1F)C1=C2C=CN(C2=CC=C1)S(=O)(=O)C)C(F)(F)F)C(=NN3)C)(C)C 6,7-Difluoro-1,4,4-trimethyl-8-(1-methylsulfonyl-1H-indol-4-yl)-9-(trifluoromethyl)-5H-[1,2,4]triazolo[4,3-a]quinoxaline